[Ca].[Mn].[Fe] iron-manganese-calcium